N1C=CC2=CC(=CC=C12)S(=O)(=O)N1C=C(C=C1)C(=O)NC1=C(C=CC=C1)C(C)CC 1-((1H-indol-5-yl)sulfonyl)-N-(2-(sec-butyl)phenyl)-1H-pyrrole-3-carboxamide